C(#N)C1=NC(=CC(=C1)C=1C(=NN2C1N=C(C=C2)C(=O)NCC(C)(C)O)C2=CC(=CC=C2)C#N)C 3-(2-cyano-6-methyl-4-pyridinyl)-2-(3-cyanophenyl)-N-(2-hydroxy-2-methyl-propyl)pyrazolo[1,5-a]pyrimidine-5-carboxamide